ClCC(=O)N1CCOCC1 4-(2-chloroacetyl)morpholine